2-(((tert-butyldimethylsilyl)oxy)methyl)-1-(5-methoxy-2-nitro-4-((triisopropylsilyl)oxy)benzoyl)piperidin-4-one [Si](C)(C)(C(C)(C)C)OCC1N(CCC(C1)=O)C(C1=C(C=C(C(=C1)OC)O[Si](C(C)C)(C(C)C)C(C)C)[N+](=O)[O-])=O